5,10,15,20-tetraphenylporphine C1(=CC=CC=C1)C=1C2=CC=C(N2)C(=C2C=CC(C(=C3C=CC(=C(C=4C=CC1N4)C4=CC=CC=C4)N3)C3=CC=CC=C3)=N2)C2=CC=CC=C2